8-fluoro-3-cyanoimidazo[1,2-a]pyridine-6-boronic acid pinacol ester FC=1C=2N(C=C(C1)B1OC(C)(C)C(C)(C)O1)C(=CN2)C#N